1,2-dihydroxybenzoic acid OC1(C(=O)O)C(C=CC=C1)O